ClC=1C=2C(N=C3N(C2C=CC1)C1=CC(=CC=C1C3(C)C)C3CCN(CC3)CCCC(=O)N3CCC(CC3)C3=CC=C(C=C3)NN3C(CCCC3=O)=O)=O ((4-(1-(4-(4-(4-chloro-7,7-dimethyl-5-oxo-5,7-dihydroindolo[1,2-a]quinazolin-10-yl)piperidin-1-yl)butanoyl)piperidin-4-yl)phenyl)amino)piperidine-2,6-dione